1-(3,4-dimethylphenyl)-1H-benzo[d]imidazole-4-carbonitrile CC=1C=C(C=CC1C)N1C=NC2=C1C=CC=C2C#N